BrC1=CC=C(C=C1)N1N=C(C(=C1)[C@H]1OC(=CN1CCC1=CC2=C(NC(N2)=O)C=C1)C)C1=NC=C(C=C1)F (2R,5S)-2-(1-(4-bromophenyl)-3-(5-fluoropyridin-2-yl)-1H-pyrazol-4-yl)-5-methyl-3-(2-(2-oxo-2,3-dihydro-1H-benzo[d]imidazol-5-yl)ethyl)oxazole